ClC1=C(C=CC=C1)[C@H]([C@@H](C)C=1N(C(C(=C(N1)C(=O)N)OC)=O)C)C1=CC=CC=C1 2-((1r,2r)-1-(2-chlorophenyl)-1-phenylpropan-2-yl)-5-methoxy-1-methyl-6-oxo-1,6-dihydropyrimidine-4-carboxamide